5,7-dihydroxy-4'-benzyloxyflavanone OC1=C2C(CC(OC2=CC(=C1)O)C1=CC=C(C=C1)OCC1=CC=CC=C1)=O